2-(5-Methyl-2-(3-oxoisoindolin-5-yl)piperidin-1-yl)-2-oxoacetic acid methyl ester COC(C(=O)N1C(CCC(C1)C)C=1C=C2C(NCC2=CC1)=O)=O